(6'-methyl-[2,3'-bipyridine]-2'-yl)((1S,4R,6R)-6-((5-(trifluoromethyl)pyridin-2-yl)amino)-2-azabicyclo[2.2.2]oct-2-yl)methanone CC1=CC=C(C(=N1)C(=O)N1[C@@H]2[C@@H](C[C@H](C1)CC2)NC2=NC=C(C=C2)C(F)(F)F)C2=NC=CC=C2